ClC=1C=C(SC1)C=1N=C(SC1N1CCN(CC1)C1CCCCC1)N 4-(4-chlorothien-2-yl)-5-(4-cyclohexylpiperazine-1-yl)thiazole-2-amine